ClC1=C(C=C(C=C1)NC1=CC(=NC(=N1)N1CCOCC1)CNC(C1=NC=CC=C1)=O)C(F)(F)F N-((6-((4-chloro-3-(trifluoromethyl)phenyl)amino)-2-morpholinopyrimidin-4-yl)methyl)picolinamide